NC1=NC=CC(=C1C)B(O)O 2-AMINO-3-METHYLPYRIDINE-4-BORONIC ACID